(6e)-6-[(2e,4e,6e)-3,7-dimethylnona-2,4,6,8-tetraenylidene]-1,5,5-trimethylcyclohexene C\C(=C/C=C/1\C(CCC=C1C)(C)C)\C=C\C=C(\C=C)/C